4-(2-pyridyl)phenylboronic acid pinacol ester N1=C(C=CC=C1)C1=CC=C(C=C1)B1OC(C)(C)C(C)(C)O1